C(C)(C)(C)NC(C(C=1SC=CC1)N(C(=O)C=1N=C(SC1)C#C)C1=CC=C(C=C1)C1=CN=CO1)=O N-(2-(tert-butylamino)-2-oxo-1-(thiophen-2-yl)ethyl)-2-ethynyl-N-(4-(oxazol-5-yl)phenyl)thiazole-4-carboxamide